(S)-4-(2-(((5-chloro-2-(1H-1,2,4-triazol-1-yl)phenyl)amino)-2-oxoacetamido)-3-phenylpropionamido)benzoic acid ClC=1C=CC(=C(C1)NC(C(=O)N[C@H](C(=O)NC1=CC=C(C(=O)O)C=C1)CC1=CC=CC=C1)=O)N1N=CN=C1